(5-(difluoromethoxy)-4-(((3R,6S)-6-(hydroxymethyl)tetrahydro-2H-pyran-3-yl)amino)-1H-pyrrolo[2,3-b]pyridin-3-yl)(4-fluoro-2-methylphenyl)methanone FC(OC=1C(=C2C(=NC1)NC=C2C(=O)C2=C(C=C(C=C2)F)C)N[C@H]2CO[C@@H](CC2)CO)F